(R)-6-(2-(3'-chloro-[1,1'-biphenyl]-3-yl)-2-hydroxyacetyl)-2-(1-(3-chlorophenyl)cyclopropyl)-3,5,6,7,8,9-hexahydro-4H-pyrimido[5,4-c]azepin-4-one ClC=1C=C(C=CC1)C1=CC(=CC=C1)[C@H](C(=O)N1CC2=C(CCC1)N=C(NC2=O)C2(CC2)C2=CC(=CC=C2)Cl)O